C(=O)[N-]C1=CC=C(C=C1)[N-]C=O diformyl-p-phenylenediamide